8-(4-(4-(7-((2-(2,6-dioxopiperidin-3-yl)-1-oxoisoindolin-4-yl)amino)heptyl)piperazin-1-yl)piperidin-1-yl)-9-ethyl-6,6-dimethyl-11-oxo-6,11-dihydro-5H-benzo[b]carbazole-3-carbonitrile O=C1NC(CCC1N1C(C2=CC=CC(=C2C1)NCCCCCCCN1CCN(CC1)C1CCN(CC1)C=1C(=CC2=C(C(C=3NC4=CC(=CC=C4C3C2=O)C#N)(C)C)C1)CC)=O)=O